3-(5-(((S)-1-((2-((R)-7-Oxa-1-azaspiro[4.4]nonan-1-yl)quinazolin-6-yl)methyl)pyrrolidin-3-yl)oxy)-1-oxoisoindolin-2-yl)piperidine-2,6-dione N1(CCC[C@@]12COCC2)C2=NC1=CC=C(C=C1C=N2)CN2C[C@H](CC2)OC=2C=C1CN(C(C1=CC2)=O)C2C(NC(CC2)=O)=O